{1-[2-(difluoromethyl)pyridin-4-yl]azetidin-3-yl}acetic acid FC(C1=NC=CC(=C1)N1CC(C1)CC(=O)O)F